ClC=1C=C(C2=CC=CC=C2C1)C1=NC(=NC(=N1)C1=CC=CC=C1)C1=CC=CC=C1 2-(3-chloro-1-naphthyl)-4,6-diphenyl-1,3,5-triazine